CC=1C=C(C=CC1)C1=NNC(=C1)N 3-(3-methylphenyl)-1H-pyrazol-5-amine